(R)-benzyl 3-(5-chloro-4-(((4-methoxybenzyl)oxy)methyl)thiophen-2-yl)-3-(1-ethyl-4-methyl-1H-benzo[d][1,2,3]triazol-5-yl)-2,2-dimethylpropanoate ClC1=C(C=C(S1)[C@@H](C(C(=O)OCC1=CC=CC=C1)(C)C)C1=C(C2=C(N(N=N2)CC)C=C1)C)COCC1=CC=C(C=C1)OC